FC1=CC(=C(C=C1)N1C=C(C=2C1=CN=CC2)[C@H]2CC[C@H](CC2)N2CCC(CC2)C(=O)O)C(N(C)C(C)C)=O 1-(cis-4-(1-(4-fluoro-2-(isopropyl(methyl)carbamoyl)phenyl)-1H-pyrrolo[2,3-c]pyridin-3-yl)cyclohexyl)piperidine-4-carboxylic acid